GUANIDINOACETATE N(C(=N)N)CC(=O)[O-]